Di(heptadecan-9-yl)8,8'-(l-1,24,29,42-tetraoxo-10,25,28,43-tetraoxa-19,34-diazadopentacontane-19,34-diyl)dioctanoate CCCCCCCCC(CCCCCCCC)OC(CCCCCCCN(CCCCCCCCOCCCCCCCCC=O)CCCCC(OCCOC(CCCCN(CCCCCCCC(OCCCCCCCCC)=O)CCCCCCCC(=O)OC(CCCCCCCC)CCCCCCCC)=O)=O)=O